CC1C(=CC2=CC=CC=C12)[Zr+2]C1(C(=C(C(=C1C)C)C)C)C (1-methylindenyl)(pentamethylcyclopentadienyl)zirconium (IV)